isopropyl-3-nitropyridin-2-amine C(C)(C)C1=C(C(=NC=C1)N)[N+](=O)[O-]